N1(C=CC2=CC=CC=C12)CCCCCCCO 1H-indol-1-heptanol